BrC=1C=C2C(=NC1)N(N=C2)COCC[Si](C)(C)C 5-bromo-1-[[2-(trimethylsilyl)ethoxy]methyl]pyrazolo[3,4-b]pyridine